COC1=CC=C(C=N1)OC1CCN(CC1)C1=C(C=C(N=N1)C(=O)NCC1=CC=C(C=C1)S(=O)(=O)C)C 6-{4-[(6-methoxypyridin-3-yl)oxy]piperidin-1-yl}-5-methyl-N-[4-(methylsulfonyl)benzyl]pyridazine-3-carboxamide